5-(1H-[1,2,3]Triazolo[4,5-b]pyridin-5-yl)-N-(4-((2-chloro-4-fluorobenzyl)oxy)phenyl)-2-fluorobenzamide N1N=NC2=NC(=CC=C21)C=2C=CC(=C(C(=O)NC1=CC=C(C=C1)OCC1=C(C=C(C=C1)F)Cl)C2)F